methansulfonamid CS(=O)(=O)N